(3Z)-6-(heptoxymethoxy)-3-hexenyl-magnesium bromide C(CCCCCC)OCOCC\C=C/CC[Mg]Br